2,2-difluoro-[1,3]dioxolo[4,5-b]pyridin-6-amine FC1(OC=2C(=NC=C(C2)N)O1)F